5-{(2R)-4-fluoro-6-hydroxy-2-[({[3-(propan-2-yl)cyclobutyl]methyl}amino)methyl]-2,3-dihydro-1H-indol-5-yl}-1λ6,2,5-thiadiazolidine-1,1,3-trione FC1=C2C[C@@H](NC2=CC(=C1N1CC(NS1(=O)=O)=O)O)CNCC1CC(C1)C(C)C